(S)-9-(3-tert-Butyl-[1,2,4]oxadiazol-5-yl-methyl)-3-fluoro-2-((R)-3-methyl-morpholin-4-yl)-8-trifluoromethyl-6,7,8,9-tetrahydro-pyrimido[1,2-a]-pyrimidin-4-one C(C)(C)(C)C1=NOC(=N1)CN1[C@@H](CCN2C1=NC(=C(C2=O)F)N2[C@@H](COCC2)C)C(F)(F)F